N(=[N+]=[N-])[C@](C)(CC)C1=CN=C(C2=CN=C(C=C12)Cl)O[C@@H](C[C@@H](C)[S@](=O)(C)=N)C (R)-((2R,4R)-4-((4-((R)-2-Azidobutan-2-yl)-6-chloro-2,7-naphthyridin-1-yl)oxy)pentan-2-yl)(imino)(methyl)-λ6-sulfanone